acrylic acid amide, acrylic acid salt C(C=C)(=O)O.C(C=C)(=O)N